BrC(C(C=C(F)F)F)(F)F 4-bromo-1,1,3,4,4-pentafluorobut-1-ene